FC1=C(C=C(C=C1)C1=NC=CC=C1C=1C=CC=2N(C1)C(=CN2)C(=O)NCCCN2CCCCC2)C 6-(2-(4-Fluoro-3-methylphenyl)pyridin-3-yl)-N-(3-(piperidin-1-yl)propyl)imidazo[1,2-a]pyridin-3-carboxamid